3-nitro-4-fluorophenoxyacetic acid ethyl ester C(C)OC(COC1=CC(=C(C=C1)F)[N+](=O)[O-])=O